tert-butyl (2-(6-(1-methyl-1H-pyrazol-4-yl)-7H-pyrrolo[2,3-d]pyrimidin-4-yl)-6,7,8,9-tetrahydro-5H-benzo[7]annulen-5-yl)carbamate CN1N=CC(=C1)C1=CC2=C(N=CN=C2C=2C=CC3=C(CCCCC3NC(OC(C)(C)C)=O)C2)N1